[C@H]12CNC[C@H](CC1)N2C2=NC(=NC1=C(C(=C(C=C21)F)C=2C=C(C=C1C=CC=NC21)O)F)OC[C@]21CCCN1C[C@@H](C2)F 8-(4-((1R,5S)-3,8-diazabicyclo[3.2.1]octan-8-yl)-6,8-difluoro-2-(((2R,7aS)-2-fluorotetrahydro-1H-pyrrolizin-7a(5H)-yl)methoxy)quinazolin-7-yl)quinolin-6-ol